2-(4-difluoromethoxybenzyl)-2H-indazole-6-carboxylic acid hydroxyamide ONC(=O)C=1C=CC2=CN(N=C2C1)CC1=CC=C(C=C1)OC(F)F